C(CCCCCC)NS(=O)=O.[Na] Sodium N-heptylsulfonamide